Barium dinonyl naphthalenedisulfonate C=1(C(=CC=C2C=CC=CC12)S(=O)(=O)OCCCCCCCCC)S(=O)(=O)OCCCCCCCCC.[Ba]